C=1(C(=CC=CC1)C(=N)N)C=CC1=CC=CC=C1 stilbeneamidine